N1N=CC(=C1)C1=CC=C(C=C1)NC=1C2=C(N=C(N1)N1C=CC3=CC(=CC=C13)OC)CNC2 N-(4-(1H-pyrazol-4-yl)phenyl)-2-(5-methoxyindol-1-yl)-6,7-dihydro-5H-pyrrolo[3,4-d]Pyrimidine-4-amine